(1S,4s)-4-(8-(2,4-dichlorophenylamino)-2-((1R,3R,4R)-3-hydroxy-4-methylcyclohexylamino)-9H-purin-9-yl)cyclohexanecarboxamide ClC1=C(C=CC(=C1)Cl)NC=1N(C2=NC(=NC=C2N1)N[C@H]1C[C@H]([C@@H](CC1)C)O)C1CCC(CC1)C(=O)N